1-(4-(2-oxa-7-azaspiro[3.5]nonan-7-yl)cyclohexyl)-6-isopropyl-5-(8-methoxy-7-methyl-[1,2,4]triazolo[1,5-a]pyridin-6-yl)-1,3-dihydro-2H-benzo[d]imidazol-2-one C1OCC12CCN(CC2)C2CCC(CC2)N2C(NC1=C2C=C(C(=C1)C=1C(=C(C=2N(C1)N=CN2)OC)C)C(C)C)=O